C(CCCCC)OC(CCCCCCC\C=C/C=C)OCCCCCC (3Z)-12,12-dihexanyloxy-1,3-dodecadiene